C(C)OC(=O)C=1SC=C(N1)C(=O)N1[C@H](CCC1)C (S)-4-(2-methylpyrrolidine-1-carbonyl)thiazole-2-carboxylic acid ethyl ester